3-bromo-N-ethylbenzamide BrC=1C=C(C(=O)NCC)C=CC1